FC(S(=O)[O-])(F)F.[Zn+2].FC(S(=O)[O-])(F)F zinc trifluoromethanesulfinate